CC1(C(C1)(C(=O)O)S(=O)(=O)C1=CC=CC=C1)C 2,2-Dimethyl-1-phenylsulfonylcyclopropanecarboxylic acid